ethoxycytidine triphosphate P(O)(=O)(OP(=O)(O)OP(=O)(O)O)OC[C@@H]1[C@H]([C@H]([C@@](O1)(N1C(=O)N=C(N)C=C1)OCC)O)O